1,2-di-t-butoxypropane C(C)(C)(C)OCC(C)OC(C)(C)C